2-chloro-2',3',4',5'-tetrahydro-[1,1'-biphenyl]-4-formonitrile ClC1=C(C=CC(=C1)C#N)C=1CCCCC1